N,N'-(5-amino-3-iminopyridine-2,6(1H,3H)-diylidene)bis{6,7-dimethyl-2-[3-(morpholin-4-yl)propoxy]pyrazolo[1,5-a]pyridin-3-amine} NC1=CC(C(NC1=NC=1C(=NN2C1C=CC(=C2C)C)OCCCN2CCOCC2)=NC=2C(=NN1C2C=CC(=C1C)C)OCCCN1CCOCC1)=N